N-((6-formyl-5-methoxy-1-tosyl-1H-indol-2-yl)methyl)-1-methylcyclopropane-1-carboxamide C(=O)C1=C(C=C2C=C(N(C2=C1)S(=O)(=O)C1=CC=C(C)C=C1)CNC(=O)C1(CC1)C)OC